CC1=C(C=CC=C1C1=NN=C(O1)C1=CC=C(CNC(C)O)C=C1)C1=CC=CC=C1 (4-(5-(2-Methyl-[1,1'-biphenyl]-3-yl)-1,3,4-oxadiazol-2-yl)benzyl)aminoethanol